CC1=CC=C(C=C1)S(=O)(=O)O.C(C)(C)(C)C=1OC2=C(N1)C=CC(=C2)OC\C(\CN)=C\F (E)-2-(((2-(tert-butyl)benzo[d]oxazol-6-yl)oxy)methyl)-3-fluoroprop-2-en-1-amine 4-methylbenzenesulfonate